1-aminoperylene NC1=CC=C2C=CC=C3C4=CC=CC5=CC=CC(C1=C23)=C45